[La].[W].[Ni] Nickel-tungsten-lanthanum